CC1=CC=C(CN2C=3N(C4=C(C2=O)CN(CC4)CC4=CC(=CC=C4)Cl)CCCN3)C=C1 6-(4-methylbenzyl)-3-(3-chlorobenzyl)-1,2,3,4,6,8,9,10-octahydro-5H-pyrido[3,4-e]pyrimido[1,2-a]pyrimidin-5-one